((3-acetamido-4-((4-methyl-5-nitrothiazol-2-yl)carbamoyl)phenyl)amino)hexanoic acid C(C)(=O)NC=1C=C(C=CC1C(NC=1SC(=C(N1)C)[N+](=O)[O-])=O)NC(C(=O)O)CCCC